NC=1C=C(C=CC1[N+](=O)[O-])N1CC(NCC1)=O 4-(3-amino-4-nitrophenyl)piperazin-2-one